[7-[2-(4-chlorophenyl)ethylamino]pyrazolo[1,5-a]pyridin-3-yl]-(1-piperidyl)methanone ClC1=CC=C(C=C1)CCNC1=CC=CC=2N1N=CC2C(=O)N2CCCCC2